1,3-bis-(2,6-diisopropylphenyl)imidazolinium chloride CC(C)C1=C(C(=CC=C1)C(C)C)N2CC[N+](=C2)C3=C(C=CC=C3C(C)C)C(C)C.[Cl-]